6-chloro-5-iodo-2-(((3R,3aR,6R,6aR)-6-((tetrahydro-2H-pyran-2-yl)oxy)hexahydrofuro[3,2-b]furan-3-yl)oxy)-1-((2-(trimethylsilyl)ethoxy)methyl)-1H-imidazo[4,5-b]pyridine ClC=1C=C2C(=NC1I)N=C(N2COCC[Si](C)(C)C)O[C@H]2[C@@H]1[C@H](OC2)[C@@H](CO1)OC1OCCCC1